CO\N=C(\C(=O)NC)/C1=C(C=CC=C1)CO/N=C(/C#CC1=CC=C(C=C1)OC(F)(F)F)\C (2E)-2-methoxyimino-N-methyl-2-[2-[[(E)-[1-methyl-3-[4-(trifluoromethoxy)phenyl]-prop-2-ynylidene]amino]oxymethyl]phenyl]acetamide